3-amino-5-fluoropyridine NC=1C=NC=C(C1)F